3,3-dimethylazetidine-1-carboxylate CC1(CN(C1)C(=O)[O-])C